(2s,4s)-2-(4-(3,5-dimethylphenyl)piperidine-1-carbonyl)-7-oxa-5-azaspiro[3.4]octan-6-one CC=1C=C(C=C(C1)C)C1CCN(CC1)C(=O)C1CC2(C1)NC(OC2)=O